naphthyl(benzanthracenyl)anthracene C1(=CC=CC2=CC=CC=C12)C1=C(C2=CC3=CC=CC=C3C=C2C=C1)C1=CC=CC=2C=CC=3C=C4C=CC=CC4=CC3C21